N-(para-ethoxyphenyl)fumaric acid amide C(C)OC1=CC=C(C=C1)NC(\C=C\C(=O)O)=O